NC1=CC=C(C=C1)C=1OC2=C(N1)C=CC=C2 2-(p-aminophenyl)benzoxazole